4-(2-chloroquinoxalin-3-yl)piperidine-1-carbaldehyde ClC1=NC2=CC=CC=C2N=C1C1CCN(CC1)C=O